ClC=1C2=C(N=CN1)N(C(=C2)C2=CC=C(CCN1CCC3(CCN(CC3)C(=O)OC(C)(C)C)CC1)C=C2)S(=O)(=O)C2=CC=CC=C2 tert-butyl 9-(4-(4-chloro-7-(phenylsulfonyl)-7H-pyrrolo[2,3-d]pyrimidin-6-yl)phenethyl)-3,9-diazaspiro[5.5]undecane-3-carboxylate